(E)-3-(3,7-dimethylocta-2,6-dien-1-yl)-2,4-dihydroxy-6-propylbenzoic acid C\C(=C/CC=1C(=C(C(=O)O)C(=CC1O)CCC)O)\CCC=C(C)C